methoxynicotinaldehyde COC1=C(C=O)C=CC=N1